2-amino-N-methyl-N-(4-(trifluoromethoxy)phenyl)acetamide hydrochloride Cl.NCC(=O)N(C1=CC=C(C=C1)OC(F)(F)F)C